5-bromo-4-fluoro-2-methylbenzimidohydrazide BrC=1C(=CC(=C(C(NN)=N)C1)C)F